The molecule is an epoxide that is oxiran-2-ylmethanol which is acylated at position 2 by an N-(isovaleroyl)threonylleucinyl group. It is a proteasome inhibitor isolated from Saccharothrix. It has a role as a proteasome inhibitor, an antineoplastic agent, an antimicrobial agent and a bacterial metabolite. It is a primary alcohol, a secondary alcohol, a ketone, an epoxide and a monocarboxylic acid amide. C[C@H]([C@@H](C(=O)NC(CC(C)C)C(=O)C1(CO1)CO)NC(=O)CC(C)C)O